(S)-N-(6-{2-Amino-2-[2-(benzo[d]isoxazol-3-yl)phenyl]ethyl}pyridine-2-yl)methanesulfonamide N[C@@H](CC1=CC=CC(=N1)NS(=O)(=O)C)C1=C(C=CC=C1)C1=NOC2=C1C=CC=C2